CN1N=C2N(C3=CC=C(C=C3C2=C1)C(=O)O)CC1=CC(=CC=C1)C(F)(F)F 2-Methyl-8-{[3-(trifluoromethyl)phenyl]methyl}-2H,8H-pyrazolo[3,4-b]indole-5-carboxylic acid